N-(3-((6-chloro-3-((1-methyl-1H-pyrazol-4-yl)amino)-1,2,4-triazin-5-yl)amino)-4-fluorophenyl)acrylamide ClC1=C(N=C(N=N1)NC=1C=NN(C1)C)NC=1C=C(C=CC1F)NC(C=C)=O